(2R,4R)-1-tert-butoxycarbonyl-4-hydroxy-4-methylpyrrolidine-2-carboxylic acid C(C)(C)(C)OC(=O)N1[C@H](C[C@@](C1)(C)O)C(=O)O